FC1=C(C=C(C=C1)C(F)(F)F)N1N=NC(=C1)C1=CC=C(C(=O)O)C=C1 4-(1-(2-fluoro-5-(trifluoromethyl)phenyl)-1H-1,2,3-triazol-4-yl)benzoic acid